FC1=C(C(=CC=C1)F)C=1SC=C(N1)C(=O)O (2,6-difluorophenyl)-1,3-thiazole-4-carboxylic acid